C(C)(C)(C)OC(=O)N[C@H](C(=O)OCC#N)CC1=CC=C(C=C1)I (S)-Cyanomethyl 2-((tert-butoxycarbonyl)amino)-3-(4-iodophenyl)propanoate